FC1=C(C(=O)N=[N+]=[N-])C=CC(=C1)C1=NN(C=N1)C1=CC=C(C=C1)C(F)(F)F 2-fluoro-4-(1-(4-(trifluoromethyl)phenyl)-1H-1,2,4-triazol-3-yl)benzoyl azide